CN1CCC(CC1)C(=O)OCC(CCCCCCCCCC)CCCC(=O)OCC1=CC=CC=C1 2-(4-(benzyloxy)-4-oxobutyl)dodecyl 1-methylpiperidine-4-carboxylate